bis((4R,4aS,7aR,12bS)-3-(cyclopropylmethyl)-4a-hydroxy-7-oxo-2,3,4,4a,5,6,7,7a-octahydro-1H-4,12-methanobenzofuro[3,2-e]isoquinolin-9-yl) adipate C(CCCCC(=O)OC1=CC=C2C3=C1O[C@@H]1[C@]34CCN([C@@H]([C@@]4(CCC1=O)O)C2)CC2CC2)(=O)OC2=CC=C1C4=C2O[C@@H]2[C@]43CCN([C@@H]([C@@]3(CCC2=O)O)C1)CC1CC1